C(#N)N1C[C@H]([C@@H](C1)F)C1=C(C=CC(=C1)C(=O)N)C1=CC=CC=C1 ((trans)-1-cyano-4-fluoropyrrolidin-3-yl)-[1,1'-biphenyl]-4-carboxamide